2-(4-(prop-2-yn-1-yl)piperazin-1-yl)ethan-1-ol C(C#C)N1CCN(CC1)CCO